COCCC=1OC(=CC(C1)=O)OC 2,6-dimethoxyethyl-4-pyrone